(4-bromo-2-chlorophenyl)(methyl)sulfane BrC1=CC(=C(C=C1)SC)Cl